FC=1C=C2C=C(C(NC2=CC1)=O)C=1N=NN(C1)C1=CC=C(C=C1)C(=O)N1C[C@@H]2CN(C[C@@H]2C1)C 6-fluoro-3-{1-[4-((cis)-5-methyl-hexahydro-pyrrolo[3,4-c]pyrrole-2-carbonyl)-phenyl]-1H-[1,2,3]triazol-4-yl}-1H-quinolin-2-one